N-((1r,4r)-4-(3-Chloro-4-cyanophenoxy)cyclohexyl)-6-(piperazin-1-yl)pyridazine-3-carboxamide 2,2,2-trifluoroacetate FC(C(=O)O)(F)F.ClC=1C=C(OC2CCC(CC2)NC(=O)C=2N=NC(=CC2)N2CCNCC2)C=CC1C#N